CC1(C(C=C(C(=O)C2=CC=CC=C2)C=C1)C1=CC=C(C=C1)C(C1=CC=CC=C1)=O)C1=CC=C(C=C1)C(C1=CC=CC=C1)=O 4-methyl-4,3-bis(4-benzoylphenyl)benzophenone